C(C1=CC=CC=C1)(=O)C=1N=C(SC1)N benzoylthiazole-2-amine